FC(C(=O)O)(F)F.FC([C@@H](C)NC(=O)C=1N=CN2C1CNCC2)(F)F (R)-N-(1,1,1-trifluoropropan-2-yl)-5,6,7,8-tetrahydroimidazo[1,5-a]pyrazine-1-carboxamide trifluoroacetate